6-[3-(bromomethyl)-1-(2-bromophenyl)-1H-pyrazol-5-yl]-1-ethyl-1H-indazole BrCC1=NN(C(=C1)C1=CC=C2C=NN(C2=C1)CC)C1=C(C=CC=C1)Br